(2S,3S,4R,5R)-4-[[3-(4-fluoro-2-hydroxy-phenyl)-4,5-dimethyl-5-(trifluoromethyl)tetrahydrofuran-2-carbonyl]amino]pyridine-2-carboxamide FC1=CC(=C(C=C1)[C@H]1[C@H](O[C@]([C@@H]1C)(C(F)(F)F)C)C(=O)NC1=CC(=NC=C1)C(=O)N)O